4-(2,6-difluoro-4-nitro-phenoxy)-2-iodo-benzonitrile FC1=C(OC2=CC(=C(C#N)C=C2)I)C(=CC(=C1)[N+](=O)[O-])F